N,N-dimethyl-2-(pyridin-3-yloxy)ethan-1-amine CN(CCOC=1C=NC=CC1)C